N-(4-(2,4-difluorophenoxy)-3-(2-((diphenylmethylene)amino)-6-methylpyridin-4-yl)phenyl)ethanesulfonamide FC1=C(OC2=C(C=C(C=C2)NS(=O)(=O)CC)C2=CC(=NC(=C2)C)N=C(C2=CC=CC=C2)C2=CC=CC=C2)C=CC(=C1)F